C(C)(C)SC=1C=2N(C=CC1)C(=NC2)C(C)(C)NC(=O)C2[C@H]1CNC[C@@H]21 (1R,5S,6r)-N-(2-(8-(isopropylthio)imidazo[1,5-a]pyridin-3-yl)propan-2-yl)-3-azabicyclo[3.1.0]hexane-6-carboxamide